C(CCCC(=O)Cl)(=O)Cl GlutarylChloride